BrC=1C=2N(C3=CC(=NC=C3C1)Cl)C(=CN2)F 4-bromo-8-chloro-1-fluoroimidazo[1,2-a]1,6-naphthyridine